(E)-5-(4-Chlorophenyl)-6-methoxynicotinic acid ClC1=CC=C(C=C1)C=1C(=NC=C(C(=O)O)C1)OC